C1(CCCC1)N1CCN(CC1)C1=NC(=NC2=CC(=C(C=C12)OC)OC1CCN(CC1)C)N(C)C 4-(4-cyclopentylpiperazin-1-yl)-6-methoxy-N,N-dimethyl-7-(1-methylpiperidin-4-yloxy)quinazolin-2-amine